C(CC)SCCSCC1=NC=CC=C1 2-(2-propylthioethylthiomethyl)pyridine